FC1=CC(=C2C=C(N(C2=C1)CCNC1=CC(=NC=N1)C1=CC=C(C=C1)C=1SC=C(N1)C(=O)O)C)C 2-(4-{6-[2-(6-Fluoro-2,4-dimethyl-indol-1-yl)-ethylamino]-pyrimidin-4-yl}-phenyl)-thiazole-4-carboxylic acid